2-methacryloxyethyl-trimethoxysilane C(C(=C)C)(=O)OCC[Si](OC)(OC)OC